BrC1=NC(=CC=C1)C=1C=NN(C1)[C@@H](C(C)(F)F)C1=CC=C(C=C1)F (R)-2-bromo-6-(1-(2,2-difluoro-1-(4-fluorophenyl)-propyl)-1H-pyrazol-4-yl)pyridine